6-amino-2-(3,5-dichloro-4-[[5-(1-cyclopropylethyl)-6-oxo-1H-pyridazin-3-yl]oxy]phenyl)-4H-1,2,4-triazine-3,5-dione 3-Methylbutanoate CC(CC(=O)O)C.NC=1C(NC(N(N1)C1=CC(=C(C(=C1)Cl)OC1=NNC(C(=C1)C(C)C1CC1)=O)Cl)=O)=O